3-(trimethoxysilyl)-propyl Methacrylate C(C(=C)C)(=O)OCCC[Si](OC)(OC)OC